(2r,3r,4r,5r)-2,3,4,5,6-pentahydroxycaproic acid O[C@@H](C(=O)O)[C@@H]([C@@H]([C@@H](CO)O)O)O